C(C)OC=1C(CCCC1)O 2-ethoxy-cyclohex-2-en-1-ol